(Z)-2-butenedioamide C(\C=C/C(=O)N)(=O)N